lithium manganite oxide [Mn](=O)([O-])([O-])=O.[Li+].[Li+]